FC1=CC(=C(OC2=NN=C3N2CCN(C3)C(=O)OC(C)(C)C)C=C1)C(F)(F)F tert-butyl 3-(4-fluoro-2-(trifluoromethyl) phenoxy)-5,6-dihydro-[1,2,4]triazolo[4,3-a]pyrazine-7(8H)-carboxylate